N-(2-bromopyridin-4-yl)-2-(4,4-difluoropiperidin-1-yl)acetamide BrC1=NC=CC(=C1)NC(CN1CCC(CC1)(F)F)=O